FC1=C(C=O)C(=CC(=C1)N1C(CC1)C(C)(C)O)O 2-fluoro-6-hydroxy-4-[2-(2-hydroxypropan-2-yl)azetidin-1-yl]benzaldehyde